CC1CCC(NC1)C1=CC=C(C=C1)C(F)(F)F 5-methyl-2-(4-(trifluoromethyl)phenyl)piperidin